4-bromo-2,5-difluoro-phenylamine BrC1=CC(=C(C=C1F)N)F